carbonyl-mannose C(=O)=C([C@H]([C@H]([C@@H]([C@@H](C=O)O)O)O)O)O